ClC=1C(=NC2=CC=C(C=C2C1)B1OC(C(O1)(C)C)(C)C)N1CCN(CC1)C(=O)OC(C)(C)C tert-butyl 4-[3-chloro-6-(4,4,5,5-tetramethyl-1,3,2-dioxaborolan-2-yl)-2-quinolyl]piperazine-1-carboxylate